F[P-](F)(F)(F)(F)F.C(C)#N.[Cu+2].F[P-](F)(F)(F)(F)F copper (acetonitrile) hexafluorophosphate